BrC=1C2=C(SC1C=O)C=C1C=CC=CC1=C2 3-bromonaphtho[2,3-b]Thiophene-2-carbaldehyde